6-{[(1R)-1-(4-Chlorophenyl)-7-fluoro-5-[1-hydroxy-1-(pyridin-2-yl)ethyl]-1-{[1-(hydroxymethyl)cyclopropyl]methoxy}-3-oxo-2,3-dihydro-1H-isoindol-2-yl]methyl}pyridin-3-carbonitril ClC1=CC=C(C=C1)[C@@]1(N(C(C2=CC(=CC(=C12)F)C(C)(C1=NC=CC=C1)O)=O)CC1=CC=C(C=N1)C#N)OCC1(CC1)CO